C(C1=CC=CC=C1)OC1=NC=2N(C3(C(NC2C(=N1)OCC1=CC=CC=C1)=O)CC3)C[C@@H]([C@@H]([C@@H](COCC3=CC=CC=C3)OCC3=CC=CC=C3)OCC3=CC=CC=C3)OCC3=CC=CC=C3 2',4'-Bis(benzyloxy)-8'-[(2S,3S,4R)-2,3,4,5-tetrakis(benzyloxy)pentyl]-5',8'-dihydro-6'H-spiro[cyclopropane-1,7'-pteridin]-6'-one